2-cyano-3-[4-(trifluoromethyl)phenyl]propanamide C(#N)C(C(=O)N)CC1=CC=C(C=C1)C(F)(F)F